FC1=C(C=C(C=C1)NC(=O)C=1N(C=C2C1OC[C@H]1[C@@H](NS2(=O)=O)CN(C1)C(=O)OC(C)(C)C)C)C tert-butyl (3aR,10aR)-8-((4-fluoro-3-methylphenyl)carbamoyl)-7-methyl-3a,4,10,10a-tetrahydro-1H,7H-dipyrrolo[3,4-b:3',4'-f][1,4,5]oxathiazocine-2(3H)-carboxylate 5,5-dioxide